CN1C(=NC=C1C)N1[C@H]([C@H](CC1)NS(=O)(=O)C)CO[C@@H]1CC[C@@H](CC1)C1=CC=CC=C1 N-((2R,3S)-1-(1,5-dimethyl-1H-imidazol-2-yl)-2-((((CIS)-4-phenylcyclohexyl)oxy)methyl)-pyrrolidin-3-yl)methanesulfonamide